OC1CCC(CC1)NC(=O)N[C@H](C(=O)O)CCN(CCCCC1=NC=2NCCCC2C=C1)CCOC1=CC=CC=C1 (2S)-2-[(4-hydroxycyclohexyl)carbamoylamino]-4-[2-phenoxyethyl-[4-(5,6,7,8-tetrahydro-1,8-naphthyridin-2-yl)butyl]amino]butanoic acid